2-(6-((5-(5-(difluoromethyl)-1,3,4-oxadiazol-2-yl)pyrimidin-2-yl)amino)-4-(2,4-difluorophenyl)-1H-benzo[d]imidazole-1-yl)ethan-1-ol FC(C1=NN=C(O1)C=1C=NC(=NC1)NC=1C=C(C2=C(N(C=N2)CCO)C1)C1=C(C=C(C=C1)F)F)F